ClC1=CC=C(COC2=CC(=C(C=C2)C=2N(C=C(N2)C(F)(F)F)C)OCOC)C=C1 2-(4-((4-chlorobenzyl)oxy)-2-(methoxymethoxy)phenyl)-1-methyl-4-(trifluoromethyl)-1H-imidazole